(((1r,3r,6s)-spiro[bicyclo[4.1.0]heptane-3,2'-oxane]-1-yl)methyl)-1H-benzo[d]imidazole-6-carbonitrile O1[C@@]2(CCCC1)C[C@@]1(C[C@@H]1CC2)CN2C=NC1=C2C=C(C=C1)C#N